C12CNCC(CC1)N2C=2C=C(C=CC2)C=C2CCN(CC2)C(=O)OCC2=CC=CC=C2 benzyl 4-[[3-(3,8-diazabicyclo[3.2.1]octan-8-yl)phenyl]methylene]piperidine-1-carboxylate